(4-(2-chloro-5-fluorophenyl)-2-oxo-2,7-dihydro-1H-pyrrolo[2,3-d]pyrimidin-5-yl)-3-fluoro-5-(trifluoromethyl)benzamide ClC1=C(C=C(C=C1)F)C=1C2=C(NC(N1)=O)NC=C2C2=C(C(=O)N)C=C(C=C2F)C(F)(F)F